Tert-butyl (4-((2-oxopyrrolidin-3-yl)oxy)pyridin-2-yl)carbamate O=C1NCCC1OC1=CC(=NC=C1)NC(OC(C)(C)C)=O